(E)-3,7,11-trimethyldodeca-6,10-dien-1-yn-3-ol CC(C#C)(CC\C=C(\CCC=C(C)C)/C)O